6-chloro-1-cyclopropyl-1-methylfuro[3,4-c]pyridin-3(1H)-one ClC1=CC2=C(C=N1)C(OC2(C)C2CC2)=O